L-tert-leucine methylamide CNC([C@@H](N)C(C)(C)C)=O